5-amino-2-((R)-4-isopropyl-2-oxoimidazolidin-1-yl)-2,3-dihydro-1H-indene-2-carboxylic acid methyl ester COC(=O)C1(CC2=CC=C(C=C2C1)N)N1C(N[C@@H](C1)C(C)C)=O